NN1C(=NC(=C1C(=O)OCC)C1=CC=C(C=C1)C(NC1=NC=CC=C1)=O)[C@H]1N(CCC1)C(=O)OC(C)(C)C ethyl (S)-1-amino-2-(1-(tert-butoxycarbonyl)pyrrolidin-2-yl)-4-(4-(pyridin-2-ylcarbamoyl)phenyl)-1H-imidazole-5-carboxylate